CC1(OB(OC1(C)C)\C=C/1\CCN(C2(CC2)C1)C(=O)OC(C)(C)C)C tert-butyl (Z)-7-((4,4,5,5-tetramethyl-1,3,2-dioxaborolan-2-yl)methylene)-4-azaspiro[2.5]octane-4-carboxylate